C(CCCCCCC\C=C/C\C=C/CCCCC)(=O)OC(C(OC(CCCCCC)CCCCCC)=O)(CCCCCCCCC)CO.[P].[N] Nitrogen Phosphorus 2-(hydroxymethyl)-l-1-oxo-l-1-(tridecan-7-yloxy)undecyl (9Z,12Z)-octadeca-9,12-dienoate